2-(6-{5-chloro-2-[(oxan-4-yl)amino]pyrimidin-4-yl}-1-oxo-2,3-dihydro-1H-isoindol-2-yl)-N-[(1R)-1-(pyridin-4-yl)ethyl]acetamide ClC=1C(=NC(=NC1)NC1CCOCC1)C1=CC=C2CN(C(C2=C1)=O)CC(=O)N[C@H](C)C1=CC=NC=C1